C(C)N(CC1=NC2=CC=C(C=C2C(N1)=O)F)CC(=O)N(C)C1=C(C=CC=C1Cl)Cl 2-(N-ethyl-N-((6-fluoro-3,4-dihydro-4-oxoquinazolin-2-yl)methyl)amino)-N-(2,6-dichlorophenyl)-N-methylacetamide